2-(4-bromo-3-methoxyphenyl)-5-(difluoromethyl)-1,3,4-oxadiazole BrC1=C(C=C(C=C1)C=1OC(=NN1)C(F)F)OC